tert-butyl (P)-(S)-4-(6,7-dichloro-1-(2-isopropyl-4-methylpyridin-3-yl)-2-oxo-1,2-dihydropyrido[2,3-d]pyrimidin-4-yl)-3-methylpiperazine-1-carboxylate ClC1=CC2=C(N(C(N=C2N2[C@H](CN(CC2)C(=O)OC(C)(C)C)C)=O)C=2C(=NC=CC2C)C(C)C)N=C1Cl